C(C1=CC=CC=C1)OC1=CC=C(C=C1)C1=CC2=C(N=CN=C2N2CCN(CC2)C2CC2)N1 6-(4-(benzyloxy)phenyl)-4-(4-cyclopropylpiperazin-1-yl)-7H-pyrrolo[2,3-d]pyrimidine